5-((2-chloro-3-fluorophenyl)(cyclopropyl)methoxy)-N-((R,E)-4-(methylsulfonyl)but-3-en-2-yl)pyrimidine-2-carboxamide ClC1=C(C=CC=C1F)C(OC=1C=NC(=NC1)C(=O)N[C@H](C)\C=C\S(=O)(=O)C)C1CC1